CN1C(=NC(=C1)C1=CC=CC=C1)C(=O)O.[Li] lithium 1-methyl-4-phenyl-1H-imidazole-2-carboxylic acid